(2-methylimidazo[1,2-b]pyridazin-6-yl)-2-(6-(1-(tetrahydro-2H-pyran-4-yl)azetidin-3-yl)pyridazin-3-yl)phenol hydrochloride Cl.CC=1N=C2N(N=C(C=C2)C=2C(=C(C=CC2)O)C=2N=NC(=CC2)C2CN(C2)C2CCOCC2)C1